C(C)(C)(C)OC(NCCN1N=NC(=C1)C1=CC(=CC=C1)O)=O.CC1=C(C=C(C=C1)C)P (2,5-dimethyl)phenylphosphine Tert-butyl-N-[2-[4-(3-hydroxyphenyl)triazol-1-yl]ethyl]carbamate